OC=1C=C(C=NC1)C1=C(C=CC=C1)CCC(=O)N1CCNCC1 4-[3-[2-(5-hydroxypyridin-3-yl)phenyl]propanoyl]piperazin